2,2'-dimethoxy-[1,1'-binaphthyl]-aldehyde COC1(C(=C2C=CC=CC2=CC1)C1=C(C=CC2=CC=CC=C12)OC)C=O